S1C2=C(C=C1)C(=CC=C2)NC2CCN(CC2)CC(=O)N2[C@@H](C[C@@H](C2)F)C#N (2S,4S)-1-(2-(4-(Benzo[b]thiophen-4-ylamino)piperidin-1-yl)acetyl)-4-fluoropyrrolidin-2-carbonitril